(E)-N-(2-(cyclobutoxymethyl)phenyl)-3-(1-(tetrahydro-2H-pyran-2-yl)-1H-indazol-6-yl)acrylamide C1(CCC1)OCC1=C(C=CC=C1)NC(\C=C\C1=CC=C2C=NN(C2=C1)C1OCCCC1)=O